ClC1=CC=C(C=C1)NC(CC(=O)OCC)=O Ethyl 3-((4-chlorophenyl) amino)-3-oxopropionate